C1=C(CCCCCCCCCCCCCCCCCCCC)O1 epoxy-alpha-docosene